C(C)(C)(C)ON[C@@H](CCCCN)C(=O)O (t-butoxy)-lysine